3-methacryloxypropyl-carboxytriethoxysilane C(C(=C)C)(=O)OCCCCCO[Si](OCC)(OCC)C(=O)O